CCCCCC(=O)N The molecule is a fatty amide of hexanoic acid. It is a primary carboxamide and a primary fatty amide. It derives from a hexanoic acid.